6-(3-nitrophenyl)-2,8-diphenylimidazo[1,2-a]pyridine [N+](=O)([O-])C=1C=C(C=CC1)C=1C=C(C=2N(C1)C=C(N2)C2=CC=CC=C2)C2=CC=CC=C2